[IH2+].C1=C(C=CC2=CC=CC=C12)C=O 2-naphthalaldehyde, iodonium salt